ClC(CC(CC(CC(CCCC(C)OC(C)CCCC(CC(CC(CC(C)Cl)C)C)C)C)C)C)C 10-chloro-4,6,8-trimethylundecylethylether